C(=O)C1CC2=C(C(=NC(=C2C)OCCN(C(OC(C)(C)C)=O)C)C)C1 tert-Butyl N-[2-[(6-formyl-1,4-dimethyl-6,7-dihydro-5H-cyclopenta[c]pyridin-3-yl)oxy]ethyl]-N-methylcarbamate